(+/-)-trans-methyl 3-((2-chloro-6-((E)-3-(dimethylamino)acryloyl)-5-fluoropyrimidin-4-yl)amino)bicyclo[2.2.2]octane-2-carboxylate ClC1=NC(=C(C(=N1)NC1C(C2CCC1CC2)C(=O)OC)F)C(\C=C\N(C)C)=O